tert-butoxytyrosine C(C)(C)(C)ON[C@@H](CC1=CC=C(C=C1)O)C(=O)O